The molecule is an aryl sulfate that is 4-nitrocatechol in which the hydroxy group that is meta to the nitro group has been converted into the corresponding hydrogen sulfate. It is used (commonly as its dipotassium salt) as a chromogenic substrate for sulphatase. It has a role as a chromogenic compound. It is a member of 4-nitrophenols and an aryl sulfate. It derives from a 4-nitrocatechol. C1=CC(=C(C=C1[N+](=O)[O-])OS(=O)(=O)O)O